(S)-N-tert-butyl-1,2,3,4-tetrahydroisoquinoline-3-formamide C(C)(C)(C)NC(=O)[C@H]1NCC2=CC=CC=C2C1